C1(CC1)COC[C@@H]1CCC2=CCCN12 (3s,7as)-3-((cyclopropylmethoxy)methyl)tetrahydro-1H-pyrrolizine